NC1=[N+](C=2C=CC=CC2C2=C1N=C(N2CCCCN)CCCC)[O-] 4-amino-1-(4-aminobutyl)-2-butyl-1H-imidazo[4,5-c]quinoline 5-oxide